IC1=C(C=NC=C1)C=O 4-iodopyridine-3-carbaldehyde